BrC1=C(C(=C(C=C1)NC(=O)N1CCN(CC1)C)C)F N-(4-Bromo-3-fluoro-2-methylphenyl)-4-methylpiperazine-1-carboxamide